3,10-diamino-6,13-dichlorobenzo[5,6][1,4]oxazino[2,3-b]phenoxazine NC1=CC=2OC3=C(C=4C(=C(C3=NC2C=C1)Cl)OC1=C(N4)C=CC(=C1)N)Cl